(R)-1-(4-(4-amino-7-methyl-5-(4-((4-methylpyrimidin-2-yl)oxy)phenyl)-7H-pyrrolo[2,3-d]pyrimidin-6-yl)phenyl)-5-methyl-3-methylenepyrrolidin-2-one NC=1C2=C(N=CN1)N(C(=C2C2=CC=C(C=C2)OC2=NC=CC(=N2)C)C2=CC=C(C=C2)N2C(C(C[C@H]2C)=C)=O)C